[Br-].C(CCCCCCCCCCCCCCC)[N+](C)(C)C n-hexadecyl-trimethyl-ammonium bromide